(S)-5-methyl-N-(3-(1-((2-methylthieno[3,2-b]pyridin-6-yl)amino)ethyl)phenyl)nicotinamide CC=1C=NC=C(C(=O)NC2=CC(=CC=C2)[C@H](C)NC=2C=C3C(=NC2)C=C(S3)C)C1